5-chloro-3-(4-chloro-3-trifluoromethyl-benzenesulfonylamino)-pyridine-2-carboxylic acid (2-fluoro-phenyl)-methyl-amide FC1=C(C=CC=C1)N(C(=O)C1=NC=C(C=C1NS(=O)(=O)C1=CC(=C(C=C1)Cl)C(F)(F)F)Cl)C